thieno[3,2-c][1,2,4]triazolo[1,5-a]pyridine-8-carboxylic acid methyl ester COC(=O)C1=CC=2C=3N(C=CC2S1)N=CN3